(4-((2-methoxy-5H-pyrido[3,2-b]indol-5-yl)methyl)benzyl)phosphonic acid COC=1C=CC=2N(C=3C=CC=CC3C2N1)CC1=CC=C(CP(O)(O)=O)C=C1